(2S)-2-(1-((trimethylsilyl)methyl)-1H-1,2,3-triazol-4-yl)-4',5'-dihydrospiro[piperidine-4,7'-thieno[2,3-C]pyran]-1-carboxylic acid tert-butyl ester C(C)(C)(C)OC(=O)N1[C@@H](CC2(OCCC3=C2SC=C3)CC1)C=1N=NN(C1)C[Si](C)(C)C